2-ethoxy-4,5-difluoro-8H-dibenzo[3,4:6,7]cyclohepta[1,2-b]thiophen-8-one C(C)OC1=CC2=C(S1)C1=C(C(C3=C2C(=C(C=C3)F)F)=O)C=CC=C1